2-[6-(5-chloro-2-{[(2S,3R)-3-hydroxybut-2-yl]amino}pyrimidin-4-yl)-1-oxo-2,3-dihydro-1H-isoindol-2-yl]-N-[(1R)-1-(3-methoxyphenyl)ethyl]acetamide ClC=1C(=NC(=NC1)N[C@@H](C)[C@@H](C)O)C1=CC=C2CN(C(C2=C1)=O)CC(=O)N[C@H](C)C1=CC(=CC=C1)OC